2-methoxy-5-[[2-[(2S,5R)-5-methyl-2-(1H-thieno[2,3-c]pyrazol-5-yl)-1-piperidyl]-2-oxo-acetyl]amino]pyridine-3-carboxamide COC1=NC=C(C=C1C(=O)N)NC(C(=O)N1[C@@H](CC[C@H](C1)C)C1=CC2=C(NN=C2)S1)=O